C(#N)N1C[C@H](CC1)C(=O)NC=1SC(=CN1)N1CC2=CC=CC=C2CC1 (S)-1-cyano-N-(5-(3,4-dihydroisoquinolin-2(1H)-yl)thiazol-2-yl)pyrrolidine-3-carboxamide